1-((3S,5R)-1-acryloyl-5-(methoxymethyl)pyrrolidin-3-yl)-3-((1-cyclopropyl-6,7-difluoro-1H-benzo[d]imidazol-5-yl)ethynyl)-5-(methylamino)-1H-pyrazole-4-carboxamide C(C=C)(=O)N1C[C@H](C[C@@H]1COC)N1N=C(C(=C1NC)C(=O)N)C#CC1=CC2=C(N(C=N2)C2CC2)C(=C1F)F